C(CCC)N1CCN(CC1)C(C(=O)N)[N+]#[C-] 4-N-BUTYL-PIPERAZINO-ISOCYANO-ACETAMIDE